cyclopentadecylpropanoic acid C1(CCCCCCCCCCCCCC1)C(C(=O)O)C